3-(Cis-4-(2-(4-(2,3-dichlorophenyl)piperazin-1-yl)ethyl)-4-fluorocyclohexyl)oxazolidin-2-one ClC1=C(C=CC=C1Cl)N1CCN(CC1)CCC1(CCC(CC1)N1C(OCC1)=O)F